trans-5-(2-(4-fluoro-3-methoxyphenyl)cyclopropyl)-2,2'-bipyrimidine FC1=C(C=C(C=C1)[C@H]1[C@@H](C1)C=1C=NC(=NC1)C1=NC=CC=N1)OC